4-((4-chloro-1,3-benzodiazol-1-yl)methyl)phenylboronic acid ClC1=CC=CC=2N(C=NC21)CC2=CC=C(C=C2)B(O)O